tert-butyl 4-(N-isopropyl-2-(1-phenyl-1H-pyrazol-4-yl)thiazole-4-carboxamido)piperidine-1-carboxylate C(C)(C)N(C(=O)C=1N=C(SC1)C=1C=NN(C1)C1=CC=CC=C1)C1CCN(CC1)C(=O)OC(C)(C)C